N1N=NC(=C1)COC[C@@H]1N(CCN(C1)S(=O)(=O)C=C)CC1=CC(=C(C=C1)OC(F)(F)F)F (R)-2-(((1H-1,2,3-triazol-4-yl)methoxy)methyl)-1-(3-fluoro-4-(trifluoromethoxy)benzyl)-4-(vinylsulfonyl)piperazine